C(CCC)N(CCCC)CCCC.[F] fluorine tributylamine